S1C(=NC2=C1C=CC=C2)N2CCC(CC2)F 1-(benzo[d]thiazol-2-yl)-4-fluoropiperidin